cyclopentanoic acid 2-cyanoacetate C(#N)CC(=O)O.C1(CCCC1)C(=O)O